(E)-3-(2-(4-(2-((4-fluorophenyl)thio)acetyl)piperazin-1-yl)phenyl)-N-hydroxyacrylamide FC1=CC=C(C=C1)SCC(=O)N1CCN(CC1)C1=C(C=CC=C1)/C=C/C(=O)NO